Tert-butyl (5-(7-(trifluoromethyl)-1H-indazol-5-yl)pyridin-2-yl)carbamate FC(C=1C=C(C=C2C=NNC12)C=1C=CC(=NC1)NC(OC(C)(C)C)=O)(F)F